2-mercaptothiazoline SC=1SCCN1